1,2-diacetyl-glycero-3-phosphoethanolamine C(C)(=O)OCC(OC(C)=O)COP(=O)(O)OCCN